methyl (S)-4-(1-aminoethyl)-2-methoxybenzoate hydrochloride Cl.N[C@@H](C)C1=CC(=C(C(=O)OC)C=C1)OC